ClC=1C=C(C=CC1Cl)C(CN1CCN(CC1)C)NS(=O)(=O)C1=CC=C(C=C1)OC1=CC=C(C=C1)F N-(1-(3,4-dichlorophenyl)-2-(4-methylpiperazin-1-yl)ethyl)-4-(4-fluorophenoxy)benzenesulfonamide